bis(3-propenyl-4-cyanatophenyl)propane C(=CC)C=1C=C(C=CC1OC#N)C(C)(C)C1=CC(=C(C=C1)OC#N)C=CC